ClC1=CC(=C(C=C1)C=C(F)F)F 4-chloro-1-(2,2-difluorovinyl)-2-fluorobenzene